C(C)(C)(C)OC(=O)NCC1CC(C1)C(=O)O[C@H](C(=O)OCC1=CC=CC=C1)CC1=CC=CC=C1 (S)-1-(benzyloxy)-1-oxo-3-phenylpropan-2-yl (1s,3R)-3-(((tert-butoxycarbonyl)amino)methyl)cyclobutane-1-carboxylate